tetramethylammonium hydroxide Methyl-4-((1-(tert-Butoxycarbonyl)azepan-3-yl)amino)-6-chloropyrido[3,2-d]pyrimidine-8-carboxylate COC(=O)C1=CC(=NC2=C1N=CN=C2NC2CN(CCCC2)C(=O)OC(C)(C)C)Cl.[OH-].C[N+](C)(C)C